6-bromo-1-(2-((tert-butyldimethylsilyl)oxy)ethyl)-7-fluoro-1,2-dihydro-3H-indazol-3-one BrC1=CC=C2C(NN(C2=C1F)CCO[Si](C)(C)C(C)(C)C)=O